C(=C\C1=CC=CC=C1)/C1=NC=CC=C1Cl (E)-2-styryl-3-chloropyridine